N1CCC2(CC1)CC=1C(=NC=CC1)C2 spiro[7H-cyclopenta[b]pyridine-6,4'-piperidine]